(S)-N1-(1-(2-(((1R,2R,5R)-6,6-Dimethylbicyclo[3.1.1]heptan-2-yl)methylamino)-2-oxoethyl)-2-oxo-1,2-dihydropyridin-3-yl)-2-(1H-imidazol-4-carboxamido)-N6-methyl-5-oxohexandiamid CC1([C@@H]2CC[C@H]([C@H]1C2)CNC(CN2C(C(=CC=C2)NC([C@H](CCC(C(=O)NC)=O)NC(=O)C=2N=CNC2)=O)=O)=O)C